CN1N=C(C(=C1)NC(=O)NC1=NC(=CC=C1)C1=NN=CN1C(C)C)C 1-(1,3-dimethyl-1H-pyrazol-4-yl)-3-(6-(4-isopropyl-4H-1,2,4-triazol-3-yl)pyridin-2-yl)urea